2-azahypoxanthine N1N=NC=2N=CNC2C1=O